7-((R)-6-methylheptan-2-yl)-2,3,4,7,8,9,10,11,12,13,14,15,16,17-tetradecahydro-1H-cyclopenta[a]phenanthren-3-yl 4-(bis(3-((tert-butoxycarbonyl)amino)propyl)amino)-4-oxobutanoate C(C)(C)(C)OC(=O)NCCCN(C(CCC(=O)OC1CCC2C3CCC4CCCC4C3C(C=C2C1)[C@H](C)CCCC(C)C)=O)CCCNC(=O)OC(C)(C)C